C(CCCC(=CO)C=C)O ethylene-vinyl-ethylene-vinyl alcohol